2-(methylthiomethyl)-oxirane CSCC1OC1